C(C=C)(=O)NC1=CC=C(C=C1)C1=NN2N=CN=C(C2=C1C1=CC(=C(C(=O)NC2CC(C2)F)C=C1)OC)N 4-(6-(4-acrylamidophenyl)-4-aminopyrazolo[5,1-f][1,2,4]triazin-5-yl)-N-(3-fluorocyclobutyl)-2-methoxybenzamide